C1N(CC=2C=NC=CC21)C(=O)NC2=CC=C(C=C2)C2=NN(C(CC2C)=O)CCCCCNC(CONC(OC(C)(C)C)=O)=O tert-Butyl (2-((5-(3-(4-(2,3-dihydro-1H-pyrrolo[3,4-c]pyridine-2-carboxamido)phenyl)-4-methyl-6-oxo-5,6-dihydropyridazin-1(4H)-yl)pentyl)amino)-2-oxoethoxy)carbamate